BrC=1SC(=C(N1)C1=C(C=C(C=C1)Cl)Cl)C(C)C 2-bromo-4-(2,4-dichlorophenyl)-5-isopropylthiazole